(R)-4-(9-(3-Aminopyrrolidin-1-yl)-5,6,7,8-tetrahydroacridin-2-yl)-N-(4-(pyrrolidin-1-ylsulfonyl)phenyl)pyridin-2-amine N[C@H]1CN(CC1)C=1C=2CCCCC2N=C2C=CC(=CC12)C1=CC(=NC=C1)NC1=CC=C(C=C1)S(=O)(=O)N1CCCC1